(Z)-N-tert-Butyl-1-(3-(3-(2,6-difluorophenyl)-4-oxo-3,4-dihydrophthalazin-1-yl)phenyl)methanimine Oxide C(C)(C)(C)/[N+](=C/C1=CC(=CC=C1)C1=NN(C(C2=CC=CC=C12)=O)C1=C(C=CC=C1F)F)/[O-]